C1(=CC=CC=2C3=CC=CC=C3CC12)COC(=O)N[C@H](C(=O)O)CC1=CC=C(C=C1)N1C(CN(CC1)CCOCC)=O (S)-2-((fluorenylmethoxycarbonyl)amino)-3-(4-(4-(2-ethoxyethyl)-2-oxopiperazin-1-yl)phenyl)propionic acid